N-(5-cyclopropyl-1H-pyrazol-3-yl)-2-(4-(1,2,5,6-tetrahydropyridin-3-yl)-1H-pyrazol-1-yl)propionamide C1(CC1)C1=CC(=NN1)NC(C(C)N1N=CC(=C1)C=1CNCCC1)=O